FC1=C(C=C(C=C1O)C(F)(F)F)C=1OC2=C(N1)C=C(C=C2)C(=O)O 2-(2-Fluoro-3-hydroxy-5-(trifluoromethyl)phenyl)benzo[d]oxazole-5-carboxylic acid